C(C1=CC=CC=C1)OC[C@H]1NC[C@H]2COCCN2C1 (7S,9aS)-7-[(benzyloxy)methyl]octahydropyrazino[2,1-c][1,4]oxazine